(difluoromethyl)-3-methylimidazolium bromide [Br-].FC(F)C=1NC=C[N+]1C